trioctadecyltrithiophosphite C(CCCCCCCCCCCCCCCCC)SP(SCCCCCCCCCCCCCCCCCC)SCCCCCCCCCCCCCCCCCC